2-isothiocyanato-6-(trifluoromethyl)quinoline N(=C=S)C1=NC2=CC=C(C=C2C=C1)C(F)(F)F